tert-Butyl 6-(benzyloxy)-1H-indole-1-carboxylate C(C1=CC=CC=C1)OC1=CC=C2C=CN(C2=C1)C(=O)OC(C)(C)C